N-[2-(dimethylamino)ethyl]-2,4-difluoro-5-piperazin-1-yl-benzamide CN(CCNC(C1=C(C=C(C(=C1)N1CCNCC1)F)F)=O)C